C(CCC)N1C(=NC2=C1C=CC=C2)C2=CC=C(C(=O)NO)C=C2 4-(1-butyl-1H-benzo[d]imidazol-2-yl)-N-hydroxybenzoamide